C(C)(C)(C)OC(N[C@@H]1[C@H]2C[C@@H]([C@@H](C1)O2)N)=O |r| (rac-(1R,2S,4R,5S)-5-amino-7-oxabicyclo[2.2.1]hept-2-yl)carbamic acid tert-butyl ester